(R)-2-methyl-N-((S)-5-phenyl-2-(4,4,5,5-tetramethyl-1,3,2-dioxaborolan-2-yl)pentan-2-yl)propane-2-sulfinamide CC(C)(C)[S@@](=O)N[C@@](C)(CCCC1=CC=CC=C1)B1OC(C(O1)(C)C)(C)C